allyl (4aR,7R,8aS)-1-((3-(benzyloxy)-2-(ethoxycarbonyl)-4-oxopyridin-1(4H)-yl)amino)octahydro-2H-4a,7-epoxyisoquinoline-2-carboxylate C(C1=CC=CC=C1)OC1=C(N(C=CC1=O)NC1N(CC[C@]23CC[C@H](C[C@@H]12)O3)C(=O)OCC=C)C(=O)OCC